(dimethylamino)-N,N-dimethyl-(3H-[1,2,3]triazolo[4,5-b]pyridin-3-yloxy)methaneiminium hexafluorophosphate F[P-](F)(F)(F)(F)F.CN(C)C(=[N+](C)C)ON1N=NC=2C1=NC=CC2